6-(2,5-dimethoxyphenyl)-2-(1,3-dithian-2-yl)-4-(4-methoxyphenyl)-3-phenyl-4H-pyran COC1=C(C=C(C=C1)OC)C1=CC(C(=C(O1)C1SCCCS1)C1=CC=CC=C1)C1=CC=C(C=C1)OC